N1CC(=CC1)C1=CSC2=C1N=C(N=C2N2[C@@H](COCC2)C)C2=C1C(=NC=C2)NC=C1 (R)-4-(7-(2,5-Dihydro-1H-pyrrol-3-yl)-2-(1H-pyrrolo[2,3-b]pyridin-4-yl)thieno[3,2-d]pyrimidin-4-yl)-3-methylmorpholine